4-(5-(6-(4-(methylsulfonyl)benzyl)-3,6-diazabicyclo[3.1.1]heptan-3-yl)pyrazin-2-yl)-6-(1-(difluoromethyl)-1H-pyrazol-4-yl)pyrazolo[1,5-a]pyridine-3-carbonitrile CS(=O)(=O)C1=CC=C(CN2C3CN(CC2C3)C=3N=CC(=NC3)C=3C=2N(C=C(C3)C=3C=NN(C3)C(F)F)N=CC2C#N)C=C1